BrC=1C(=CC=C2C=CC=NC12)N1C=NC(=C1)C1=NC(=NC=C1C(F)(F)F)NC1CCN(CC1)S(=O)(=O)C 4-(1-(8-bromoquinolin-7-yl)-1H-imidazol-4-yl)-N-(1-(methylsulfonyl)piperidin-4-yl)-5-(trifluoromethyl)pyrimidin-2-amine